NC=1C=C(C=NC1C)C#CC=1C=C(C=CC1)C(C#N)(C)C 2-(3-((5-amino-6-methylpyridin-3-yl)ethynyl)phenyl)-2-methylpropanenitrile